4-[4-(2-propylsulfanyl-3-pyridyl)phenyl]butyronitrile C(CC)SC1=NC=CC=C1C1=CC=C(C=C1)CCCC#N